methyl 2-bromo-4-(2-((5-fluoropyridin-2-yl) amino)-2-oxoethyl)-7-oxo-4,7-dihydropyrazolo[1,5-a]pyrimidine-5-carboxylate BrC1=NN2C(N(C(=CC2=O)C(=O)OC)CC(=O)NC2=NC=C(C=C2)F)=C1